1-(1Z-hexadecenyl)-2-(11Z,14Z-eicosadienoyl)-glycero-3-phospho-(1'-sn-glycerol) CCCCCCCCCCCCCC/C=C\OC[C@H](COP(=O)(O)OC[C@H](CO)O)OC(=O)CCCCCCCCC/C=C\C/C=C\CCCCC